3-{trans-3-[(6,7-dimethoxy-4-quinazolinyl)oxy]cyclohexyl}-1-[3-(trifluoromethyl)phenyl]-2,4-imidazolidinedione COC=1C=C2C(=NC=NC2=CC1OC)O[C@@H]1C[C@H](CCC1)N1C(N(CC1=O)C1=CC(=CC=C1)C(F)(F)F)=O